FC1=CC=C(C=C1)SC1=C(C=CC=C1)NC(CNC(OC(C)(C)C)=O)=O tert-butyl (2-((2-((4-fluorophenyl)thio)phenyl)amino)-2-oxoethyl)carbamate